ClC1=NC(=NC(=N1)Cl)C1=CC=CC=C1 2,4-Dichloro-6-phenyl-[1,3,5]triazin